S1(CCC1)(=O)=O thietane-1,1-dione